2-(2-cyclohexylethyl)benzo[d]oxazole C1(CCCCC1)CCC=1OC2=C(N1)C=CC=C2